FC(C1=NC(=NO1)C=1C=C2CC[C@H](C2=CC1)NC(=O)C1=CC(=NO1)C)F (R)-N-(5-(5-(difluoromethyl)-1,2,4-oxadiazol-3-yl)-2,3-dihydro-1H-inden-1-yl)-3-methylisoxazole-5-carboxamide